4-(6-(4-aminopiperidin-1-yl)-3-(4-fluoro-3-hydroxyphenyl)-4-hydroxy-pyridin-2-yl)-2-fluorobenzonitrile NC1CCN(CC1)C1=CC(=C(C(=N1)C1=CC(=C(C#N)C=C1)F)C1=CC(=C(C=C1)F)O)O